CN(C1=CC=C(C(=O)NC2=CC3=C(N(C4=CC=CC=C34)C)C(=N2)C2=CC=C(C=C2)OC)C=C1)C 4-(dimethylamino)-N-(1-(4-methoxyphenyl)-9-methyl-9H-pyrido[3,4-b]indol-3-yl)benzamide